C(#N)C1(CC1)C(=O)NC=1C=CC(=NC1)C=1N=NN(C1C(=O)O)C 4-(5-(1-cyanocyclopropane-1-carboxamido)pyridin-2-yl)-1-methyl-1H-1,2,3-triazole-5-carboxylic acid